N1-(3-(N-(tert-butyl)sulfamoyl)phenyl)-N4-(2-hydroxyethyl)-N4-methyl-2-(6-azaspiro[2.5]octan-6-yl)terephthalamide C(C)(C)(C)NS(=O)(=O)C=1C=C(C=CC1)NC(C1=C(C=C(C(=O)N(C)CCO)C=C1)N1CCC2(CC2)CC1)=O